Cl.FC1=C(C=C(C=C1)F)C(=O)C1CCNCC1 (2,5-difluorophenyl)(piperidin-4-yl)methanone hydrochloride